(3R)-1-(2-{[(4aS,7aR)-1-methyl-octahydro-1H-cyclopenta[b]pyridin-4a-yl]methoxy}-8-fluoro-7-(3-hydroxynaphthalen-1-yl)pyrido[4,3-d]pyrimidin-4-yl)-3-methylpiperidin-3-ol CN1[C@H]2[C@@](CCC1)(CCC2)COC=2N=C(C1=C(N2)C(=C(N=C1)C1=CC(=CC2=CC=CC=C12)O)F)N1C[C@@](CCC1)(O)C